S1C2=C(C(=C1)N1CC3CNCC3C1)C=CC=C2 2-(benzo[b]thiophen-3-yl)octahydropyrrolo[3,4-c]pyrrole